6-[[5-[1-(trifluoromethyl)cyclopropyl]imidazol-1-yl]methyl]-2-azaspiro[3.3]heptane FC(C1(CC1)C1=CN=CN1CC1CC2(CNC2)C1)(F)F